O=C1NC2=C(C(=N[C@H]1N1C(C=C3N1C=CC=N3)C3=CC=CC=C3)C3=CC=CC=C3)C=CC=C2 N-[(3S)-2-oxo-5-phenyl-1,3-dihydro-1,4-benzodiazepin-3-yl]-2-phenylpyrazolo[1,5-a]pyrimidine